(Z)-4-(2-(2-(9-Ethyl-2,9-diazaspiro[5.5]undecan-2-yl)-4-phenoxy-3-(trifluoromethyl)phenyl)-1-fluorovinyl)-2-(pyridazin-4-yl)thiazole C(C)N1CCC2(CCCN(C2)C2=C(C=CC(=C2C(F)(F)F)OC2=CC=CC=C2)\C=C(/F)\C=2N=C(SC2)C2=CN=NC=C2)CC1